N-(2,4-dioxo-1,2,3,4-tetrahydro-thieno[3,2-d]pyrimidin-7-yl)guanidine O=C1NC(C2=C(N1)C(=CS2)NC(=N)N)=O